FC=1C=C(C=CC1)NC1=C(N=C2N1C=CN=C2)C2=CC=NC=C2 N-(3-fluorophenyl)-2-(pyridin-4-yl)imidazo[1,2-a]pyrazin-3-amine